FC1(CC(C1)CN1CCN(CC1)CCCCCCCCSC1=C2CN(C(C2=CC=C1)=O)C1C(NC(CC1)=O)=O)F 3-(4-((8-(4-((3,3-difluorocyclobutyl)methyl)piperazin-1-yl)octyl)thio)-1-oxoisoindolin-2-yl)piperidine-2,6-dione